C1(CC1)NC1=NC=CC(=C1)CNC(=O)[C@H]1N(C[C@@H](C1)O)C([C@H](C(C)(C)C)N1N=NC(=C1)C1CC1)=O (2S,4r)-N-[[2-(cyclopropylamino)-4-pyridinyl]methyl]-1-[(2S)-2-(4-cyclopropyltriazol-1-yl)-3,3-dimethyl-butyryl]-4-hydroxy-pyrrolidine-2-carboxamide